ClCC/C(=C(\C1=CC=CC=C1)/C1=CC=C(OCCNC)C=C1)/C1=CC=CC=C1 (Z)-2-(4-(4-chloro-1,2-diphenylbut-1-en-1-yl)phenoxy)-N-methyl-1-ethylamine